3-(pyrimidin-5-yl)urea N1=CN=CC(=C1)NC(N)=O